N-[(1R)-1-[3-(1,1-difluoro-2-hydroxy-ethyl)phenyl]ethyl]-2-methyl-propane-2-sulfinamide FC(CO)(F)C=1C=C(C=CC1)[C@@H](C)NS(=O)C(C)(C)C